6-[1-(3-Hydroxy-4-piperidinyl)pyrazol-4-yl]-2-[(2S)-2-methylazetidin-1-yl]-4-(trifluoromethyl)pyridine-3-carbonitrile OC1CNCCC1N1N=CC(=C1)C1=CC(=C(C(=N1)N1[C@H](CC1)C)C#N)C(F)(F)F